CC(C)NC(=O)C1[C@H]2CN(C[C@@H]12)C(=O)C=1N=CN(C1)C(C)C (1R,5S,6r)-N-(prop-2-yl)-3-[1-(propan-2-yl)-1H-imidazole-4-carbonyl]-3-azabicyclo[3.1.0]hexane-6-carboxamide